ClC1C(C(C(CC1C1=C(NC2=CC=CC=C12)C)Cl)N1CCN(CC1)C)=O 2,5-dichloro-3-(2-methyl-1H-indol-3-yl)-6-(4-methylpiperazine-1-yl)cyclohexanone